2-methoxy-5-phenyl-1,3-thiazole-4-carboxylic acid COC=1SC(=C(N1)C(=O)O)C1=CC=CC=C1